[Fe].N1CCOCC1 morpholine iron